tert-butyl (2R,3S)-2-(hydroxymethyl)-3-methyl-pyrrolidine-1-carboxylate OC[C@@H]1N(CC[C@@H]1C)C(=O)OC(C)(C)C